BrC1=C(C=C2C(=NC(=NC2=C1F)OCC12CCCN2C(CC1)CO)N1C[C@H]2CC[C@@H](C1)N2C(=O)OC(C)(C)C)F Tert-butyl (1R,5S)-3-(7-bromo-6,8-difluoro-2-((3-(hydroxymethyl) tetrahydro-1H-pyrrolizin-7a(5H)-yl) methoxy) quinazolin-4-yl)-3,8-diazabicyclo[3.2.1]octane-8-carboxylate